CN(C(=O)C1(C=C(N=C(N1)N1CCOCC1)C1=CC(=CC=C1)N1N=CC=C1)NC1=CC=NC=C1)C N,N-dimethyl-2-morpholino-4-(3-pyrazol-1-ylphenyl)-6-(4-pyridylamino)pyrimidine-6-carboxamide